3-(9-((4-(((tert-butoxycarbonyl)amino)methyl)phenyl)carbamoyl)-5,6-dihydro-4H-benzo[b]thieno[2,3-d]azepin-8-yl)-6-(propylcarbamoyl)picolinic acid C(C)(C)(C)OC(=O)NCC1=CC=C(C=C1)NC(=O)C1=CC2=C(NCCC3=C2SC=C3)C=C1C=1C(=NC(=CC1)C(NCCC)=O)C(=O)O